FC1=C(OCC2=NC=C(C#N)C=C2)C=CC(=C1)F 6-((2,4-difluorophenoxy)methyl)nicotinonitrile